COC1(CCC1)CN 1-(1-methoxycyclobutyl)methanamine